trans-4-fluoro-3-hydroxypiperidine F[C@H]1[C@@H](CNCC1)O